C(C1=CC=CC=C1)OC=1C=CC(=C(C=O)C1)SC 5-(benzyloxy)-2-(methylthio)benzaldehyde